NC1=CC=C(CO)C=C1 (p-aminobenzyl) alcohol